dimethylbenzylsulfonium C[S+](CC1=CC=CC=C1)C